C1(CCC1)CN([C@@H]1CC[C@H](CC1)N(C1=C(C(N(C=2C=CC(=NC12)C#N)C)=O)C#N)C)C1=C(C=C(C=C1)F)C trans-8-((4-((cyclobutylmethyl)(4-fluoro-2-methylphenyl)amino)cyclohexyl)(methyl)amino)-5-methyl-6-oxo-5,6-dihydro-1,5-naphthyridine-2,7-dicarbonitrile